C1(CCCCCCCCCCCCCCCCC(=O)OCCCCO1)=O 4-butylene octadecanedioate